C1OCCC2=CC3=C(C=C12)C=CC=C3 benzo[g]isochromane